tert-butyl 4-(aminomethyl)-3-(benzyloxy)-4-hydroxypiperidine-1-carboxylate NCC1(C(CN(CC1)C(=O)OC(C)(C)C)OCC1=CC=CC=C1)O